6-amino-5-bromo-2-(5-oxo-5,7-dihydrospiro[cyclopenta[b]pyridine-6,4'-piperidin]-1'-yl)pyrimidine-4-carbonitrile NC1=C(C(=NC(=N1)N1CCC2(CC1)C(C=1C(=NC=CC1)C2)=O)C#N)Br